C1(=CC=CC=C1)[C@H]([C@H]1CNC2=CC=CN=C2C1)NC[C@H](C)C=1C=C(C=CC1)CC(=O)O 2-(3-((R)-1-(((S)-phenyl((R)-1,2,3,4-tetrahydro-1,5-naphthyridin-3-yl)methyl)amino)propan-2-yl)phenyl)acetic acid